C(C)(C)(C)OC(=O)N1CCC(CC1)CC1=CC=C(C=C1)C1=CC(=C2CN(C(C2=C1)=O)C(C(=O)O[Li])C1=C2N(C=N1)CCC2)F [2-[6-[4-[(1-tert-butoxycarbonyl-4-piperidinyl)methyl]phenyl]-4-fluoro-1-oxo-isoindolin-2-yl]-2-(6,7-dihydro-5H-pyrrolo[1,2-c]imidazol-1-yl)acetyl]oxylithium